benzofuro[3,2-c]pyridin-6-ylboronic acid C1=NC=CC2=C1C1=C(O2)C(=CC=C1)B(O)O